CC12OC(N(C1=O)C2)=O 4-methyl-3-oxa-1-azabicyclo[2.1.1]hexane-2,5-dione